5-(7-(difluoromethyl)-6-(1-methyl-1H-pyrazol-4-yl)-3,4-dihydroquinolin-1(2H)-yl)-N,7-dimethyl-1H-pyrrolo[3,2-b]pyridine-3-carboxamide FC(C1=C(C=C2CCCN(C2=C1)C1=CC(=C2C(=N1)C(=CN2)C(=O)NC)C)C=2C=NN(C2)C)F